CC=1C=CC(N(C1)C1=CC=CC=C1)=O 5-METHYL-1-PHENYL-2(1H)-PYRIDON